(S)-N-(3-chloro-5-(methylsulfonamido)phenyl)-4-(3-(1-(3,5-difluorophenyl)ethoxy)pyridin-2-yl)-5-methylthiophene-2-carboxamide ClC=1C=C(C=C(C1)NS(=O)(=O)C)NC(=O)C=1SC(=C(C1)C1=NC=CC=C1O[C@@H](C)C1=CC(=CC(=C1)F)F)C